C(C)(C)(C)OC(=O)N1CCN(CC1)CC1=CC(=C(C=C1)C1=CC=C(C=C1)Cl)CO 4-((4'-chloro-2-(hydroxymethyl)-[1,1'-biphenyl]-4-yl)methyl)piperazine-1-carboxylic acid tert-butyl ester